NC1=NC=NN2C1=C(C=C2C=2C=C(C(=NC2)C)C(=O)NC2CN(CC2F)C(=O)C2C(C2)(F)F)C(F)(F)F 5-[4-amino-5-(trifluoromethyl)pyrrolo[2,1-f][1,2,4]triazin-7-yl]-N-[1-(2,2-difluorocyclopropane-carbonyl)-4-fluoropyrrolidin-3-yl]-2-methylpyridine-3-carboxamide